BrC1=NC=CC(=C1)NC(=O)NC1=C(C(=CC(=C1)Cl)Cl)CO 1-(2-bromopyridin-4-yl)-3-(3,5-dichloro-2-hydroxymethylphenyl)urea